[2-bromo-4-(5-methyl-4H-1,2,4-triazol-3-yl)phenyl]-[4-(trifluoromethoxy)piperidin-1-yl]methanone BrC1=C(C=CC(=C1)C1=NN=C(N1)C)C(=O)N1CCC(CC1)OC(F)(F)F